COC1=C(C=C2C(=NC=NC2=C1)NC1=C(C=C(C=C1)OC1=NN(C=C1)C=1C=NC(=NC1)OC)OC)OC1CCN(CC1)C(C=C)=O 1-(4-((7-methoxy-4-((2-methoxy-4-((1-(2-methoxypyrimidin-5-yl)-1H-pyrazol-3-yl)oxy)phenyl)amino)quinazolin-6-yl)oxy)piperidin-1-yl)prop-2-en-1-one